N-(6-methoxy-((1r,4r)-4-(2-(piperazin-1-yl)ethyl)cyclohexyl)-2H-indazol-5-yl)-6-(trifluoromethyl)pyridinecarboxamide COC=1C(=CC2=CN(N=C2C1)C1CCC(CC1)CCN1CCNCC1)NC(=O)C1=NC(=CC=C1)C(F)(F)F